IC1=CC=C(N=N1)OC1CC(NC2(CC2)C1)(C)C 7-((6-iodopyridazin-3-yl)oxy)-5,5-dimethyl-4-azaspiro[2.5]octane